NC=1OC=C(C1C#N)N(C(=O)OC(C)(C)C)C 2-amino-4-(N-t-butoxycarbonyl-methylamino)furan-3-carbonitrile